ethyl 2-benzylidenebutanoate C(C1=CC=CC=C1)=C(C(=O)OCC)CC